2-(((1-methyl-1H-pyrazol-4-yl)methyl)sulfonyl)ethan-1-one CN1N=CC(=C1)CS(=O)(=O)CC=O